N-(1-cyanocyclopropyl)-3-(5-(difluoromethyl)-1,3,4-thiadiazol-2-yl)-8-(1-isobutyryl-1,2,3,6-tetrahydropyridin-4-yl)-N-(4-methoxybenzyl)imidazo[1,2-a]pyridine-6-sulfonamide C(#N)C1(CC1)N(S(=O)(=O)C=1C=C(C=2N(C1)C(=CN2)C=2SC(=NN2)C(F)F)C=2CCN(CC2)C(C(C)C)=O)CC2=CC=C(C=C2)OC